palladium sulfur oxide S=O.[Pd]